C(C)OS(=O)(=O)[O-].CC=CC(=O)OCC[N+](CC)(C)C (methyl)acryloxyethyl-dimethyl-ethyl-ammonium ethyl-sulfate